tert-butyl (2-chloro-5-(2-(phenylamino)ethyl)pyrimidin-4-yl)(methyl)carbamate ClC1=NC=C(C(=N1)N(C(OC(C)(C)C)=O)C)CCNC1=CC=CC=C1